ClC1=C(O)C=CC(=C1Cl)O 2,3-dichlorohydroquinone